myristic acid-d5 tert-butyl-(4-(bis(9-(N-butyl-N-hexylsulfamoyl)nonyl)amino)butyl)carbamate C(C)(C)(C)N(C(O)=O)CCCCN(CCCCCCCCCS(N(CCCC)CCCCCC)(=O)=O)CCCCCCCCCS(N(CCCCCC)CCCC)(=O)=O.C(C(C(C(CCCCCCCCCC)[2H])([2H])[2H])([2H])[2H])(=O)O